4-normal-nonylphenoxyoctaethylene glycol acrylate C(C=C)(=O)O.C(CCCCCCCC)C1=CC=C(OC(COCCOCCOCCOCCOCCOCCOCCO)O)C=C1